2-(((6-(pyrimidin-2-yl)bicyclo[4.1.0]heptan-3-yl)oxy)methyl)hexahydro-cyclopenta[b]pyrrole-1(2H)-carboxylate N1=C(N=CC=C1)C12CCC(CC2C1)OCC1CC2C(N1C(=O)[O-])CCC2